NC1=NC(=NC2=C(C=CC(=C12)OC)C1=C(C=C(C=C1C)\C=C\C#N)C)NC1=CC=C(C#N)C=C1 (E)-4-((4-Amino-8-(4-(2-cyanovinyl)-2,6-dimethylphenyl)-5-methoxyquinazolin-2-yl)amino)benzonitrile